(4-((tert-butoxycarbonyl)amino)benzyl)zinc (II) bromide [Br-].C(C)(C)(C)OC(=O)NC1=CC=C(C[Zn+])C=C1